C1(=CC=C(C=C1)[C@](C([2H])([2H])[2H])([2H])N1N=CC2=C(C=CC(=C12)C(=O)NC1CC2(CC(C2)C(=O)O)C1)Cl)C1=CC=CC=C1 |o1:6| (Sa)-6-(1-((R) or (S)-1-([1,1'-Biphenyl]-4-yl)ethyl-1,2,2,2-d4)-4-chloro-1H-indazole-7-carboxamido)spiro[3.3]heptane-2-carboxylic acid